2-(4-benzoylpiperazin-1-yl)-N-(3,4,5-trimethoxyphenyl)acetamide C(C1=CC=CC=C1)(=O)N1CCN(CC1)CC(=O)NC1=CC(=C(C(=C1)OC)OC)OC